C1[C@@H]2N(CCN1C1=CC=C(C=N1)C1=NNC3=CC=C(C=C13)O[C@H](C)C1=C(N=NC=C1C)C)CCC2 3-[6-[(8aR)-3,4,6,7,8,8a-hexahydro-1H-pyrrolo[1,2-a]pyrazin-2-yl]-3-pyridyl]-5-[(1R)-1-(3,5-dimethylpyridazin-4-yl)ethoxy]-1H-indazole